CC=1C=C(C=C(C1)C)C1=CC=CC=C1 3,5-dimethyl-[1,1'-biphenyl]